C(C1=CC=CC=C1)C1(C(=CC(N=C1)(C(=O)O)C(C)C)Cl)C(=O)O.Cl\C(=C\I)\C1=CSC=C1 (E)-3-(1-chloro-2-iodovinyl)thiophene 5-benzyl-2-isopropyl-4-chloropyridine-2,5-dicarboxylate